(R)-3-((5-(3-(tert-butoxy)-2-hydroxy-3-oxopropoxy)-2H-indazol-2-yl)methyl)-3-carbamoyl-azetidine-1-carboxylic acid tert-butyl ester C(C)(C)(C)OC(=O)N1CC(C1)(C(N)=O)CN1N=C2C=CC(=CC2=C1)OC[C@H](C(=O)OC(C)(C)C)O